3-propyl-6-(1-oxo-3,4-dihydroisoquinolin-2(1H)-yl)pyrimidine-2,4(1H,3H)-dione C(CC)N1C(NC(=CC1=O)N1C(C2=CC=CC=C2CC1)=O)=O